NC1=C(C=C(C(=C1F)Br)Cl)C(=O)N 2-Amino-4-bromo-5-chloro-3-fluorobenzene-1-carboxamide